COC1=CC(=NN1)NC1=CN=C2C(=N1)N(C=C2)CC=2N=NC=CC2 N-(5-methoxy-1H-pyrazol-3-yl)-5-(pyridazin-3-ylmethyl)-5H-pyrrolo[2,3-b]pyrazin-3-amine